C(C)(C)C1=NN(C(C=C1OCCC(F)(F)F)=O)CC(=O)OCC ethyl 2-(3-isopropyl-6-oxo-4-(3,3,3-trifluoropropoxy)pyridazin-1(6H)-yl)acetate